ClC=1C=C(C=C(C1)C)NC(=O)C1=C(N(C(=C1C)C(C(=O)NC1CCC(CC1)O)=O)C)C N-(3-chloro-5-methylphenyl)-5-(2-(((1s,4s)-4-hydroxycyclohexyl)amino)-2-oxoacetyl)-1,2,4-trimethyl-1H-pyrrole-3-carboxamide